3-[(2,3-Dibromophenoxy)methyl]-1H-1,2,4-triazole-5(4H)-thione BrC1=C(OCC2=NNC(N2)=S)C=CC=C1Br